benzyl ((3-(hydroxymethyl)-1-(1-(cis-4-isopropylcyclohexyl)piperidin-4-yl)-1H-indol-2-yl)methyl)carbamate OCC1=C(N(C2=CC=CC=C12)C1CCN(CC1)[C@@H]1CC[C@@H](CC1)C(C)C)CNC(OCC1=CC=CC=C1)=O